tert-Butyl 3-[[1-[(1R)-3-(hydroxyamino)-1-(2-naphthylmethyl)-3-oxo-propyl]triazol-2-yl]methylcarbamoyl]morpholin-4-carboxylat ONC(C[C@@H](CC1=CC2=CC=CC=C2C=C1)N1N(NC=C1)CNC(=O)C1N(CCOC1)C(=O)OC(C)(C)C)=O